ClC1=C(C(=CC=C1)Cl)C1CN(C1)C1=CC(=C(CN2CCC(CC2)C(=O)O)C=C1C)C (4-(3-(2,6-dichlorophenyl)azetidin-1-yl)-2,5-dimethylbenzyl)piperidine-4-carboxylic acid